FC(C(=O)OCCCCCCCCCC\C=C/CCCC)(F)F (Z)-11-hexadecenyl trifluoroacetate